4-(1-(6-fluoro-1-methylpyrido[4,3-e][1,2,4]triazolo[4,3-a]pyrimidin-5-yl)-2,3,4,5-tetrahydro-1H-benzo[b]azepin-6-yl)-2-methylbut-3-yn-2-ol FC1=CN=CC2=C1C(=NC=1N2C(=NN1)C)N1C2=C(CCCC1)C(=CC=C2)C#CC(C)(O)C